4-[({2-fluoro-5-[(6-fluoro-2,3-dihydro-1,4-benzoxazin-4-yl)methyl]-4-methoxyphenyl}carbamoyl)amino]thiophene-2,3-dicarboxylic acid dimethyl ester COC(=O)C=1SC=C(C1C(=O)OC)NC(NC1=C(C=C(C(=C1)CN1CCOC2=C1C=C(C=C2)F)OC)F)=O